(E)-1-(4-bromophenyl)-N-(p-tolyl)toluidine BrC1=CC=C(C=C1)C1(NC2=CC=C(C=C2)C)C(C=CC=C1)C